FC(C(=NO)C=1SC=CC1)(F)F 2,2,2-trifluoro-1-[2-thiophenyl]ethanone oxime